NCC=1C=C(C=CC1)C1=CC(=CC=2C=C(OC21)COC2=C(C=CC=C2)CC(=O)OC(C)(C)C)C(C)O tert-butyl 2-(2-((7-(3-(aminomethyl)phenyl)-5-(1-hydroxyethyl)benzofuran-2-yl)methoxy)phenyl)acetate